C1(CCCC1)C1=C(C(=NC(=N1)C1=CC=C(C=C1)C)N)N Cyclopentyl-2-(p-tolyl)pyrimidine-4,5-diamine